1-(4-benzoylbenzyl)-4-methylpyridine C(C1=CC=CC=C1)(=O)C1=CC=C(CN2CC=C(C=C2)C)C=C1